2-(2-(2-methoxyethoxy)ethoxy)acetaldehyde COCCOCCOCC=O